C1N(CCC2=CC=CC=C12)[C@H]1[C@@H](CN(CC1)C1=NC(=CC(=N1)C(=O)C1=NC(=NC(=C1)NC1CCNCC1)N1C[C@H]([C@@H](CC1)N1CC2=CC=CC=C2CC1)O)NC1CCNCC1)O Trans-(4-(3,4-dihydroisoquinolin-2(1H)-yl)-3-hydroxypiperidin-1-yl)(6-(piperidin-4-ylamino)pyrimidin-4-yl)ketone